O-t-butyl-L-β-homotyrosine C(C)(C)(C)OC1=CC=C(C[C@H](N)CC(=O)O)C=C1